6-[2-[6-[(1R,5S)-3,6-diazabicyclo[3.1.1]heptan-6-yl]-4-hydroxy-pyrazolo[3,4-d]pyrimidin-1-yl]-5-fluoro-phenoxy]hexanoic acid [C@@H]12CNC[C@@H](N1C1=NC(=C3C(=N1)N(N=C3)C3=C(OCCCCCC(=O)O)C=C(C=C3)F)O)C2